(R)-(1-fluorocyclopropyl)(6-(4-(2-(pyrimidin-2-ylmethoxy)phenyl)piperidin-1-yl)-2-azaspiro[3.4]octan-2-yl)methanone FC1(CC1)C(=O)N1CC2(C1)C[C@@H](CC2)N2CCC(CC2)C2=C(C=CC=C2)OCC2=NC=CC=N2